(3,4-dihydroquinolin-1(2H)-yl)(4-(5-phenyl-5-(trifluoromethyl)-4,5-dihydroisoxazol-3-yl)phenyl)methanone N1(CCCC2=CC=CC=C12)C(=O)C1=CC=C(C=C1)C1=NOC(C1)(C(F)(F)F)C1=CC=CC=C1